S1CC(=C2C1=CC(=CC2)C(=O)[O-])C(=O)[O-] 4H-benzothiophene-3,6-dicarboxylate